(5s,8s)-4-(benzyloxy)-3-mesityl-8-(2-(piperazin-1-yl)ethoxy)-1-oxaspiro[4.5]dec-3-en-2-one C(C1=CC=CC=C1)OC1=C(C(OC12CCC(CC2)OCCN2CCNCC2)=O)C2=C(C=C(C=C2C)C)C